N-[(3S,4S)-1-methyl-3-methyl-4-piperidyl]-6-{3-[4-(N-methylcarbamoyl)-2-anisidino]-1-propynyl}-1-(2,2,2-trifluoroethyl)-1H-1,3-benzimidazole-4-carboxamide CN1C[C@@H]([C@H](CC1)NC(=O)C1=CC(=CC=2N(C=NC21)CC(F)(F)F)C#CCNC=2C(OC)=CC=C(C2)C(NC)=O)C